C1(CC1)C=1C=C(C=CC1)C=1C=C2C(=NC1)N(C(N2CC(CC)=O)=O)C 6-(3-cyclopropylphenyl)-3-methyl-1-(2-oxobutyl)imidazo[4,5-b]pyridin-2-one